NC1=C2N=CN(C2=NC(=N1)Cl)[C@H]1[C@H]([C@@H]([C@H](O1)CO[C@](C(=O)O)(CC1=CC=C(C=C1)C=1C(=NC=CC1)OC)C=1N=CSC1)O)F (R)-2-(((2R,3R,4S,5R)-5-(6-amino-2-chloro-9H-purin-9-yl)-4-fluoro-3-hydroxytetrahydrofuran-2-yl)methoxy)-3-(4-(2-methoxypyridin-3-yl)phenyl)-2-(thiazol-4-yl)propanoic acid